6-(7-(8-chloro-7-fluoro-3-hydroxynaphthalen-1-yl)-2-(((2R,7aS)-2-fluorohexahydro-1H-pyrrolizin-7a-yl)methoxy)-5,6,7,8-tetrahydropyrido[3,4-d]pyrimidin-4-yl)-6-azaspiro[3.5]nonan-2-ol ClC=1C(=CC=C2C=C(C=C(C12)N1CC=2N=C(N=C(C2CC1)N1CC2(CC(C2)O)CCC1)OC[C@]12CCCN2C[C@@H](C1)F)O)F